Benzyl (S)-3-{[(benzyloxy)carbonyl]amino}-4-({2-[(α-L-fucopyranosyl)oxy]ethyl}amino)-4-oxobutanoate C(C1=CC=CC=C1)OC(=O)N[C@@H](CC(=O)OCC1=CC=CC=C1)C(=O)NCCO[C@H]1[C@@H](O)[C@H](O)[C@H](O)[C@@H](O1)C